N-PHENYL-PYRAZOLO[1,5-A]PYRIDINE-3-CARBOXAMIDE C1(=CC=CC=C1)NC(=O)C=1C=NN2C1C=CC=C2